2,2,3,3,4,4,5,5-Octafluoro-1,6-Hexanediol Diacrylate C(C=C)(=O)OCC(C(C(C(COC(C=C)=O)(F)F)(F)F)(F)F)(F)F